CC1=NC(=C2NC=NC2=N1)NCC1=CC(=CC=C1)F 2-methyl-6-(3-fluorobenzylamino)purine